(R)-N-(4-(chlorodifluoromethoxy)phenyl)-3-methyl-5-(pyridazin-3-yl)-2,3-dihydrobenzo[4,5]imidazo[2,1-b]oxazole-7-carboxamide ClC(OC1=CC=C(C=C1)NC(=O)C=1C=C(C2=C(N=C3OC[C@H](N32)C)C1)C=1N=NC=CC1)(F)F